C(C)N1C(NC2=CC(=C(C=C2C1=O)Cl)CN1CCN(CC1)C=1C=CC(=NC1C)C(=O)NC)=O 5-(4-((3-ethyl-6-chloro-2,4-dioxo-1,2,3,4-tetrahydroquinazolin-7-yl)methyl)piperazin-1-yl)-N,6-dimethylpyridinecarboxamide